2-(Benzyl(((1s,4S)-4-(benzyloxy)cyclohexyl)methyl)amino)-1-(3-fluoro-phenyl)ethan-1-ol C(C1=CC=CC=C1)N(CC(O)C1=CC(=CC=C1)F)CC1CCC(CC1)OCC1=CC=CC=C1